decylsulfonate, tetraoctylammonium salt C(CCCCCCC)[N+](CCCCCCCC)(CCCCCCCC)CCCCCCCC.C(CCCCCCCCC)S(=O)(=O)[O-]